N-(1-(4,4-difluoropiperidin-1-yl)-2-oxo-1,2-dihydropyridin-3-yl)-2-fluoro-4-((2-hydroxyethyl)sulfonamido)-6-(6-azaspiro[2.5]octan-6-yl)benzamide FC1(CCN(CC1)N1C(C(=CC=C1)NC(C1=C(C=C(C=C1N1CCC2(CC2)CC1)NS(=O)(=O)CCO)F)=O)=O)F